C(C)C1=C(C(=O)N2CCN(CC2)C(CNC)=O)C=CC(=C1)NC=1C=2N(C=CN1)C(=CN2)C2=CC(=C(C=C2)OC)F 1-[4-[2-ethyl-4-[[3-(3-fluoro-4-methoxyphenyl)imidazo[1,2-a]pyrazin-8-yl]amino]benzoyl]piperazin-1-yl]-2-(methylamino)ethanone